N1(CCNCC1)CC=1C=CC(=NC1)NC=1N=CC2=C(N1)C(=NC(=C2)[C@@H](C)O)N2CCCCC2 (1R)-1-[2-[[5-(piperazin-1-ylmethyl)pyridin-2-yl]amino]-8-piperidin-1-ylpyrido[3,4-d]pyrimidin-6-yl]ethanol